(2-(2-chloro-5-(3,5-dimethyl-2,6-dioxo-4-thioxo-1,3,5-triazin-1-yl)-4-fluorophenoxy)propionyl)glycine methyl ester COC(CNC(C(C)OC1=C(C=C(C(=C1)N1C(N(C(N(C1=O)C)=S)C)=O)F)Cl)=O)=O